(5S,8S)-8-(allyloxy)-N-(2,4-dichlorobenzyl)-5-fluoro-5,6,7,8-tetrahydroquinoline-5-carboxamide C(C=C)O[C@H]1CC[C@](C=2C=CC=NC12)(C(=O)NCC1=C(C=C(C=C1)Cl)Cl)F